(4-methoxypyrazolo[1,5-a]pyridin-3-yl)methanone COC=1C=2N(C=CC1)N=CC2C=O